(4-((3aS,4R,6aR)-4,5-bis((benzyloxy)carbonyl)-1-(tert-butoxycarbonyl)octahydropyrrolo[3,4-b]pyrrole-4-yl)butyl)boronic acid C(C1=CC=CC=C1)OC(=O)[C@@]1(N(C[C@@H]2N(CC[C@@H]21)C(=O)OC(C)(C)C)C(=O)OCC2=CC=CC=C2)CCCCB(O)O